CC=CC1=CC=C(C=C1)C Methyl-p-methylstyrene